ClC1=C2C(=CNC2=CC=C1)F 4-chloro-3-fluoro-1H-indole